(cis)-4-methoxycyclohexylamine hydrochloride Cl.CO[C@H]1CC[C@H](CC1)N